The molecule is a trihydroxyicosatrienoate that is the conjugate base of 11,12,15-trihydroxy-(5Z,8Z,13E)-icosatrienoic acid, obtained by deprotonation of the carboxy group; major species at pH 7.3. It is a conjugate base of an 11,12,15-trihydroxy-(5Z,8Z,13E)-icosatrienoic acid. CCCCCC(/C=C/C(C(C/C=C\\C/C=C\\CCCC(=O)[O-])O)O)O